pyrrolidin-1-amine-dihydrochloride Cl.Cl.N1(CCCC1)N